ClC=1N=C(C2=C(N1)NC=C2F)Cl 2,4-Dichloro-5-fluoro-7H-pyrrolo[2,3-d]pyrimidine